BrC=1C=NN2C1N=CC(=C2)C=O 3-Bromopyrazolo[1,5-a]pyrimidine-6-carbaldehyde